ClC=1C=CC2=C(NC(O2)=O)C1 5-chloro-1,3-benzoxazol-2(3H)-one